dl-(±)-2-methylpentanol C[C@@H](CO)CCC |r|